O=C1C(=C(C=NN1COCC[Si](C)(C)C)N1[C@@H](CCC1)COC=1C=C(C=NC1)C(=O)OC)C(F)(F)F methyl 5-[[(2S)-1-[6-oxo-5-(trifluoromethyl)-1-[[2-(trimethylsilyl)ethoxy]methyl]-1,6-dihydropyridazin-4-yl]pyrrolidin-2-yl]methoxy]pyridine-3-carboxylate